2-(3-(2-chloroacetamido)benzylamino)benzamide ClCC(=O)NC=1C=C(CNC2=C(C(=O)N)C=CC=C2)C=CC1